C(C)(C)(C)C=1C=C(C=CC1)O 3-tertiary butyl-phenol